nonyl 2-(2-oxopyrrolidin-1-yl)acetate O=C1N(CCC1)CC(=O)OCCCCCCCCC